OCC1(C(NCC1)=O)NC(=O)C=1N(N=C2C=CC(=CC12)OCC=1C=NC(=CC1)C)C N-[3-(hydroxymethyl)-2-oxopyrrolidin-3-yl]-2-methyl-5-[(6-methylpyridin-3-yl)methoxy]-2H-indazole-3-carboxamide